tert-butyl (2S)-2-[4-fluoro-2-(4-ethoxy-4,5-dihydroisoxazol-3-yl)phenoxy]propanoate FC1=CC(=C(O[C@H](C(=O)OC(C)(C)C)C)C=C1)C1=NOCC1OCC